methyl 6-fluoro-4-(methylsulfonamido)-1H-indole-2-carboxylate FC1=CC(=C2C=C(NC2=C1)C(=O)OC)NS(=O)(=O)C